BrC1=CC(=C(C(=C1)F)C=1N=C2N(C=CC(=C2)C)C1C[C@H]1CN(CCO1)C(=O)OC(C)(C)C)Cl tert-butyl (S)-2-((2-(4-bromo-2-chloro-6-fluorophenyl)-7-methylimidazo[1,2-a]pyridin-3-yl)methyl)morpholine-4-carboxylate